3-amino-6-tetrahydropyran-4-yl-pyridine-2-carboxamide NC=1C(=NC(=CC1)C1CCOCC1)C(=O)N